ethyl cyanohydroxyiminoacetate (ethyl cyanohydroxyiminoacetate) C(C)ON=C(C(=O)O)C#N.C(#N)C(C(=O)OCC)=NO